6-(3-(3-fluoro-5-(piperidin-4-yl)pyridin-2-yl)-4-isopropyl-1H-pyrazol-5-yl)-8-methoxy-[1,2,4]triazolo[1,5-a]pyridine FC=1C(=NC=C(C1)C1CCNCC1)C1=NNC(=C1C(C)C)C=1C=C(C=2N(C1)N=CN2)OC